O=C1NC2(CC(C2)C(=O)OCCCC)CO1 butyl (2s,4s)-6-oxo-7-oxa-5-azaspiro[3.4]octane-2-carboxylate